ClC1=CC=C(C(=N1)OC)NC(=O)C1(CN(C1)C(=O)OC(C)(C)C)C1=C(C=CC=C1)C(C)C tert-Butyl 3-((6-chloro-2-methoxypyridin-3-yl)carbamoyl)-3-(2-isopropylphenyl)azetidine-1-carboxylate